3-[4-[3-[[1-(5-methoxy-4-nitro-2-vinyl-phenyl)-4-piperidyl]-methyl-amino]azetidin-1-yl]-1-oxo-isoindolin-2-yl]piperidine-2,6-dione COC=1C(=CC(=C(C1)N1CCC(CC1)N(C1CN(C1)C1=C2CN(C(C2=CC=C1)=O)C1C(NC(CC1)=O)=O)C)C=C)[N+](=O)[O-]